C(=O)C1=C(C=CC(=C1)[N+](=O)[O-])NC(C)=O N-(2-FORMYL-4-NITROPHENYL)ACETAMIDE